OC1=CC=CC2=C1N(C(O2)=S)CCN2N=C(C=C2)C(F)(F)F 4-Hydroxy-3-{2-[3-(trifluoromethyl)-1H-pyrazole-1-yl]ethyl}benzo[d]oxazole-2(3H)-thione